N-(2-(4-(4-cyclopropylpiperazine-1-yl)piperidine-1-yl)-5-((6-((S)-3-(3-(dimethylamino)benzyl)isoxazolidine-2-yl)pyrimidine-4-yl)amino)-4-methoxyphenyl)acrylamide C1(CC1)N1CCN(CC1)C1CCN(CC1)C1=C(C=C(C(=C1)OC)NC1=NC=NC(=C1)N1OCC[C@@H]1CC1=CC(=CC=C1)N(C)C)NC(C=C)=O